N1=C(C=CC=C1)C1=CC=C2CCC=CC2=C1 7-(pyridine-2-yl)-3,4-dihydronaphthalene